COC1=CC=C(CN(S(=O)(=O)C2=CC(=CC=C2)NC(C(F)(F)F)C)CC2=CC=C(C=C2)OC)C=C1 N,N-bis(4-methoxybenzyl)-3-((1,1,1-trifluoropropan-2-yl)amino)-benzenesulfonamide